OC1=C(C=C(/C=C/C2=NNC(=C2)/C=C/C2=CC(=C(C(=C2)CCC(=C)C)O)OC)C=C1)OC 4-[(E)-2-(3-((E)-4-hydroxy-3-methoxystyryl)-1H-pyrazol-5-yl)vinyl]-2-methoxy-6-isopentenylphenol